N-(4-(2-chloro-5-methylpyrimidin-4-yl)phenyl)-3-phenylpropionamide ClC1=NC=C(C(=N1)C1=CC=C(C=C1)NC(CCC1=CC=CC=C1)=O)C